4-[1-(5-Methyl-2-oxo-[1,3]dioxol-4-ylmethyl)-piperidin-4-yl]-N-[4-methyl-3-(4-pyridin-3-yl-pyrimidin-2-ylamino)-phenyl]-benzamide CC1=C(OC(O1)=O)CN1CCC(CC1)C1=CC=C(C(=O)NC2=CC(=C(C=C2)C)NC2=NC=CC(=N2)C=2C=NC=CC2)C=C1